Ethyl 3-(2-((3-(((5-methylfuran-2-yl)methyl)carbamoyl)phenyl)amino)pyrimidin-5-yl)benzoate CC1=CC=C(O1)CNC(=O)C=1C=C(C=CC1)NC1=NC=C(C=N1)C=1C=C(C(=O)OCC)C=CC1